tert-butyl 4-[methyl({6-[6-(methylsulfanyl)-3-oxo-2-(prop-2-en-1-yl)-1H,2H,3H-pyrazolo[3,4-d]pyrimidin-1-yl]pyridin-2-yl})amino]piperidine-1-carboxylate CN(C1CCN(CC1)C(=O)OC(C)(C)C)C1=NC(=CC=C1)N1N(C(C=2C1=NC(=NC2)SC)=O)CC=C